(1-hexyltetradecyl)benzene tert-butyl-7-(4-fluoro-6-(7-((4-methyl-3-(methylsulfonyl)benzamido)methyl)-1,6-naphthyridin-2-yl)pyridin-2-yl)-4,7-diazaspiro[2.5]octane-4-carboxylate C(C)(C)(C)OC(=O)N1C2(CC2)CN(CC1)C1=NC(=CC(=C1)F)C1=NC2=CC(=NC=C2C=C1)CNC(C1=CC(=C(C=C1)C)S(=O)(=O)C)=O.C(CCCCC)C(CCCCCCCCCCCCC)C1=CC=CC=C1